carbamic acid methyl ester benzenesulfonate C1(=CC=CC=C1)S(=O)(=O)O.COC(N)=O